C(C)(C)(C)OC(=O)N(C(OC(C)(C)C)=O)C1=NC=CC(=C1F)CC=1C=NC=C(C1C)OC1=C(C=C(C=C1)Cl)F tert-butyl N-tert-butoxycarbonyl-N-[4-[[5-(4-chloro-2-fluoro-phenoxy)-4-methyl-3-pyridyl]methyl]-3-fluoro-2-pyridyl]carbamate